C(C(C)C)N1CCN(CC2=C1C=CC(=C2)C2=CC=CC(=N2)[C@@H](CO)O)S(=O)(=O)C (S)-1-(6-(1-isobutyl-4-(methylsulfonyl)-2,3,4,5-tetrahydro-1H-benzo-[e][1,4]diazepin-7-yl)pyridin-2-yl)ethane-1,2-diol